(+/-)-5-cyclopropyl-2-((cis-3-methylpiperidin-4-yl)oxy)pyridine C1(CC1)C=1C=CC(=NC1)O[C@@H]1[C@@H](CNCC1)C |r|